FC1=C(C=CC=C1F)[C@@H]1N(OCC1)C1=CC(=NC=N1)NC1=CC(=C(C=C1)N1CCC(CC1)N1CCN(CC1)C)C (R)-6-(3-(2,3-difluorophenyl)isoxazolidin-2-yl)-N-(3-methyl-4-(4-(4-methylpiperazin-1-yl)piperidin-1-yl)phenyl)pyrimidin-4-amine